C(C)(C)(C)OC(=O)N1OCCC1C1=C(C=CC=C1)F 3-(2-fluorophenyl)-1,2-oxazolidine-2-carboxylic acid tert-butyl ester